C(C)C=1N(C(C2=C(N1)CNCC2)=O)CC2=NOC(=C2)C2=C(C#N)C=C(C(=C2)O)F 2-(3-((2-Ethyl-4-oxo-5,6,7,8-tetrahydropyrido[3,4-d]pyrimidin-3(4H)-yl)methyl)isoxazol-5-yl)-5-fluoro-4-hydroxybenzonitrile